5-eth-oxy-3-trichloromethyl-1,2,4-thiadiazol C(C)OC1=NC(=NS1)C(Cl)(Cl)Cl